BrC1=CC=C(C=C1)NC(=O)N[C@H](C(=O)NCP(OCC)(OCC)=O)[C@H](CC)C diethyl ({[(2S,3S)-2-{[(4-bromophenyl)carbamoyl]amino}-3-methylpentanoyl]amino}methyl)phosphonate